BrC1=C(C=C(C(=O)N2CC=3N=C(N(C(C3C[C@H]2C)=O)C2=CC=C(C(=O)NC)C=C2)N2N=C(C=C2C)C#N)C=C1)C(F)(F)F (R)-4-(7-(4-bromo-3-(trifluoromethyl)benzoyl)-2-(3-cyano-5-methyl-1H-pyrazol-1-yl)-6-methyl-4-oxo-5,6,7,8-tetrahydropyrido[3,4-d]pyrimidin-3(4H)-yl)-N-methylbenzamide